3-ethyl-3-[(phenoxy)methyl]oxetane C(C)C1(COC1)COC1=CC=CC=C1